N3-methyluridine CN1C(N([C@H]2[C@H](O)[C@H](O)[C@@H](CO)O2)C=CC1=O)=O